(phenylthio)phthalazin-1(2H)-one C1(=CC=CC=C1)SN1C(C2=CC=CC=C2C=N1)=O